2-(3-cyano-4,5,5-trimethyl-2-furylidene)propanedinitrile C(#N)C=1C(OC(C1C)(C)C)=C(C#N)C#N